C[Si](C#CC=1C=C(C=NC1)C1N(CC=CC1)C(=O)OC(C)(C)C)(C)C tert-butyl 2-[5-(2-trimethylsilylethynyl)-3-pyridyl]-3,6-dihydro-2H-pyridine-1-carboxylate